6-Dimethylallylaminopurine CC(=CCNC1=C2NC=NC2=NC=N1)C